C1(=CC=CC=C1)NC1=NC(=NC(=N1)Cl)Cl phenylamino-4,6-dichloro-s-triazine